2-amino-1-(4-(2-chloro-4-(3-fluoro-1H-pyrrolo[2,3-b]pyridin-4-yl)phenyl)piperidin-1-yl)ethan-1-one NCC(=O)N1CCC(CC1)C1=C(C=C(C=C1)C1=C2C(=NC=C1)NC=C2F)Cl